(3,5-dimethylpyridin-2-yl)-(S)-pyrrolidin-3-ylamine dihydrochloride Cl.Cl.CC=1C(=NC=C(C1)C)N[C@@H]1CNCC1